4-cyclopropyl-2-[p-(cyclopropylthio)phenyl]-1,2-dihydro-2,3,1-benzodiazaborinin-1-ol C1(CC1)C1=NN(B(C2=C1C=CC=C2)O)C2=CC=C(C=C2)SC2CC2